6-Methoxy-N-(3,5-difluorophenyl)-2-(trifluoromethyl)-1H-imidazo[4,5-b]pyrazin-5-amin COC1=C(N=C2C(=N1)NC(=N2)C(F)(F)F)NC2=CC(=CC(=C2)F)F